C12N(CC(NC1)CC2)C=2C1=C(N=C(N2)OC([2H])([2H])[C@H]2N(CCC2)C)C(N(C(=C1)C(F)(F)F)C1=CC(=CC2=CC=C(C(=C12)F)F)O)=O 4-(2,5-Diazabicyclo[2.2.2]octan-2-yl)-7-(7,8-difluoro-3-hydroxynaphthalen-1-yl)-2-(((S)-1-methylpyrrolidin-2-yl)methoxy-d2)-6-(trifluoromethyl)pyrido[3,4-d]pyrimidin-8(7H)-one